5-Benzyl 1,1-diethyl 3-((tert-butoxycarbonyl)amino)-2-methylpentane-1,1,5-tricarboxylate C(C)(C)(C)OC(=O)NC(C(C(C(=O)OCC)C(=O)OCC)C)CCC(=O)OCC1=CC=CC=C1